2-(2,6-dioxopiperidin-3-yl)-4-[[5-(methylamino)pentyl]oxy]isoindole-1,3-dione O=C1NC(CCC1N1C(C2=CC=CC(=C2C1=O)OCCCCCNC)=O)=O